FC1=C(C=C(C=C1)[N+](=O)[O-])N(C(=O)N(C)C)CCC(C)(C)O 1-(2-fluoro-5-nitrophenyl)-1-(3-hydroxy-3-methylbutyl)-3,3-dimethylurea